N(=[N+]=[N-])CC(=O)N[C@@H]1C(OC(C)=O)O[C@@H]([C@H]([C@@H]1OC(C)=O)OC(C)=O)COP(=O)(OC1=C2C=CC=NC2=CC=C1)N[C@@H](C)C(=O)OC(C)C acetyl 2-(2-azidoacetylamino)-2-deoxy-3,4-di-O-acetyl-6-O-(((S)-1-isopropoxy-carbonylethylamino) (quinolin-5-yloxy) phosphoryl)-D-mannopyranoside